1,4-di(hydroxyethoxy)-benzene OCCOC1=CC=C(C=C1)OCCO